CO\C=C(\C(=O)OC)/OC1=C(C=CC(=C1)C1=NOC(=N1)C(C)(C)C1=CC=CC=C1)C methyl (Z)-3-methoxy-2-(2-methyl-5-(5-(2-phenylpropan-2-yl)-1,2,4-oxadiazol-3-yl)phenoxy)acrylate